8-cyclopentyl-2-(4-(phenethylamino)piperidin-1-yl)-5-(m-tolylethynyl)pyrido[2,3-d]pyrimidin-7-one C1(CCCC1)N1C(C=C(C2=C1N=C(N=C2)N2CCC(CC2)NCCC2=CC=CC=C2)C#CC=2C=C(C=CC2)C)=O